CC1=CC(=C(C=C1)O)N 2-Amino-p-cresol